BrC1=CC=C(C(=N1)COCC=1C=C(C(=C(C1)C1=NC=C(C=N1)F)OC)[N+](=O)[O-])F 2-(5-(((6-Bromo-3-fluoropyridin-2-yl)methoxy)methyl)-2-methoxy-3-nitrophenyl)-5-fluoropyrimidine